(S)-2-acetyl-4-(4-(2-hydroxy-1-phenylethylamino)-5-(1,3,4-oxadiazol-2-yl)pyrimidin-2-ylamino)benzoic acid C(C)(=O)C1=C(C(=O)O)C=CC(=C1)NC1=NC=C(C(=N1)N[C@H](CO)C1=CC=CC=C1)C=1OC=NN1